ClC1=NC=CC(=C1)OC1=C(N=C(S1)CC)C1=NC(=CC=C1)C 5-(2-chloropyridin-4-yloxy)-2-ethyl-4-(6-methylpyridin-2-yl)thiazole